C(C)(=O)O.C(C)(C)[C@]12[C@H](N(C[C@H]2C1(C)C)C([C@@H](NC(C(F)(F)F)=O)C(C)(C)C)=O)C(=O)N[C@@H](C[C@H]1C(NCC1)=O)C#N isopropyl-(1R,2S,5S)-N-{(1S)-1-cyano-2-[(3S)-2-oxopyrrolidin-3-yl]ethyl}-6,6-dimethyl-3-[3-methyl-N-(trifluoroacetyl)-L-valyl]-3-azabicyclo[3.1.0]hexane-2-carboxamide acetate